OCC1=NN(C(=C1)CO)CCOCCOCCNC(OCC1C2=CC=CC=C2C=2C=CC=CC12)=O (9H-fluoren-9-yl)methyl (2-(2-(2-(3,5-bis(hydroxymethyl)-1H-pyrazol-1-yl)ethoxy)ethoxy)ethyl)carbamate